ClC1=CC=C(C=C1)[C@@H](C(=O)N1[C@@H](CC2(CN(C2)C(C=C)=O)CC1)C)CC1CCOCC1 1-((R)-7-((S)-2-(4-chlorophenyl)-3-(tetrahydro-2H-pyran-4-yl)propanoyl)-6-methyl-2,7-diazaspiro[3.5]nonan-2-yl)prop-2-en-1-one